FC=1C=C2C(NC=3CCC[C@H](C3C2=CC1F)NC)=O (R)-8,9-difluoro-1-(methylamino)-1,3,4,5-tetrahydrophenanthridin-6(2H)-one